2-(1-(2-bromovinyl)piperidine-4-yl)-1-(2-ethoxyethyl)-1H-benzo[d]imidazole BrC=CN1CCC(CC1)C1=NC2=C(N1CCOCC)C=CC=C2